(R)-4-((1-(3-(difluoromethyl)-2-fluorophenyl)ethyl)amino)-N-(2-(dimethylamino)ethyl)-6-methoxy-N,2-dimethylquinazoline-7-carboxamide FC(C=1C(=C(C=CC1)[C@@H](C)NC1=NC(=NC2=CC(=C(C=C12)OC)C(=O)N(C)CCN(C)C)C)F)F